N-[2,5-difluoro-4-(trifluoromethyl)phenyl]-5-[2-(trifluoromethyl)phenyl]-1H-pyrrole-3-sulfonamide FC1=C(C=C(C(=C1)C(F)(F)F)F)NS(=O)(=O)C1=CNC(=C1)C1=C(C=CC=C1)C(F)(F)F